2'-Chloro-4'-(2-Methoxyethoxy)-4,5,5',6'-Tetrahydro-2H-Spiro[Furan-3,8'-Pyrano[3,4-b]Pyridine] ClC1=CC(=C2C(=N1)C1(OCC2)COCC1)OCCOC